cyclobutyl(3-(5-(trifluoromethyl)-1,2,4-oxadiazol-3-yl)-6,7-dihydrothieno[3,2-c]pyridin-5(4H)-yl)methanone C1(CCC1)C(=O)N1CC2=C(CC1)SC=C2C2=NOC(=N2)C(F)(F)F